ONC(\C=C\C1=C(C=CC=C1)N1CCN(CC1)CC1CCOCC1)=O (E)-N-hydroxy-3-(2-(4-((tetrahydro-2H-pyran-4-yl)methyl)piperazin-1-yl)phenyl)acrylamide